R-N-((S)-5,7-dihydrospiro[cyclopenta[b]pyridin-6,4'-piperidin]-5-yl)-2-methylpropan-2-sulfinamide N1CCC2(CC1)[C@@H](C=1C(=NC=CC1)C2)N[S@](=O)C(C)(C)C